5-(2-aminopyridin-3-yl)thiazolo[5,4-d]pyrimidin NC1=NC=CC=C1C=1N=CC2=C(N1)SC=N2